OC(CC1=NSC=N1)C 3-(2-hydroxypropyl)-1,2,4-thiadiazole